N[C@H]1CN(CCC1)C1=NC=2N(C(N(C(C2N1CC#CC)=O)CC1=NC2=CC=CC=C2C(=N1)C)=O)C 8-[(3R)-3-aminopiperidin-1-yl]-7-but-2-ynyl-3-methyl-1-[(4-methylquinazolin-2-yl)methyl]purine-2,6-dione